hydroxy-4-hydroxypyrimidine OC1=NC=CC(=N1)O